CC1=C(C(=CC=C1)C)C=CCOCC=CC1=C(C=CC=C1C)C 2,6-dimethylphenylallylether